tert-butyl N-[5-[4-[1-[4-[(3-fluorophenyl)methylcarbamoyl]-1-piperidyl]ethyl]-1-naphthyl]pentyl]-N-methyl-carbamate FC=1C=C(C=CC1)CNC(=O)C1CCN(CC1)C(C)C1=CC=C(C2=CC=CC=C12)CCCCCN(C(OC(C)(C)C)=O)C